ClCC(=O)C=1C(=C(C=CC1)S)N chloroacetyl-(2-aminothiophenol)